(R)-1-chloro-3-(4-((3,5-dichloro-4-((S)-3-(ethylsulfonyl)-2-hydroxypropoxy)phenyl)sulfonyl)phenoxy)propan-2-ol ClC[C@@H](COC1=CC=C(C=C1)S(=O)(=O)C1=CC(=C(C(=C1)Cl)OC[C@@H](CS(=O)(=O)CC)O)Cl)O